N8-[(4-bromophenyl)methyl]-3-isopropyl-N6-methyl-[1,2,4]triazolo[4,3-b]pyridazine-6,8-diamine BrC1=CC=C(C=C1)CNC=1C=2N(N=C(C1)NC)C(=NN2)C(C)C